1-(((3S)-1-((3-cyano-1-azetidinyl)sulfonyl)-3-piperidinyl)carbonyl)-N-((3R)-4,6-difluoro-2,3-dihydro-1-benzofuran-3-yl)-D-prolinamide C(#N)C1CN(C1)S(=O)(=O)N1C[C@H](CCC1)C(=O)N1[C@H](CCC1)C(=O)N[C@H]1COC2=C1C(=CC(=C2)F)F